[O+]=1BC=CC1 oxaborolium